NC=1N(C(C2=C(N1)N=NN2C)=O)CC2=NC(=NO2)[C@@H]2CO[C@H](C2)C2=CC=C(C=C2)Cl |r| 5-amino-1-methyl-6-[[3-[rac-(3R,5R)-5-(4-chlorophenyl)tetrahydro-furan-3-yl]-1,2,4-oxadiazol-5-yl]methyl]triazolo[4,5-d]pyrimidin-7-one